BrC1=C(C)C=CC=C1 2-Bromotoluene